C(CCC)N(S(O)(=O)=O)CCCC N,N-dibutyl-Sulfamic acid